ClC=1N(C=CN1)CC1=CC=C(C=C1)C1=C(SC(=C1F)CC(C)C)S(=O)(=O)NC(OC)=O methyl ((3-(4-((2-chloro-1H-imidazol-1-yl)methyl)phenyl)-4-fluoro-5-isobutylthiophene-2-yl)sulfonyl)carbamate